COC([C@H](CC1=CC=CC=C1)NCCC1=C(C(=O)OC)C=CC=C1)=O (S)-methyl 2-(2-(1-methoxy-1-oxo-3-phenylpropan-2-ylamino)ethyl)benzoate